ethyl (3,5,6-trimethylhept-5-en-1-yl) oxalate C(C(=O)OCCC(CC(=C(C)C)C)C)(=O)OCC